titanium oxysulfide O=S.[Ti]